3-(2-Fluoro-4-isopropyl-3,5-dimethoxyphenyl)cinnoline FC1=C(C=C(C(=C1OC)C(C)C)OC)C=1N=NC2=CC=CC=C2C1